Dihydroxymethyl-bicyclo[4.3.0]nonan OC(O)C12CCCCC2CCC1